3-{5-[(5-methoxypyridin-2-yl)methoxy]-1,3-benzoxazol-2-yl}pyridin-1-ium-1-ol COC=1C=CC(=NC1)COC=1C=CC2=C(N=C(O2)C=2C=[N+](C=CC2)O)C1